C(C1=CC=CC=C1)C=1C=C(C(=O)N(C)C)C=CC1C#N 3-benzyl-4-cyano-N,N-dimethylbenzamide